Butyl 4-hydroxy-3-(hydroxymethyl)butanoate OCC(CC(=O)OCCCC)CO